(S)-N-(3-(1-((2-ethyl-2H-pyrazolo[3,4-b]pyrazin-6-yl)amino)ethyl)phenyl)-2-(trifluoromethyl)thiazole-5-carboxamide C(C)N1N=C2N=C(C=NC2=C1)N[C@@H](C)C=1C=C(C=CC1)NC(=O)C1=CN=C(S1)C(F)(F)F